N1=NN=C2C1=CC=CC2=O benzotriazole-One